tert-butyl N-[2-[3,4-dichloro-2-(2,6-difluoro-3-methoxy-benzoyl)anilino]-1-methyl-2-oxo-ethyl]carbamate ClC=1C(=C(NC(C(C)NC(OC(C)(C)C)=O)=O)C=CC1Cl)C(C1=C(C(=CC=C1F)OC)F)=O